C(C)(C)(C)OC(NCC=1OC2=C(C1)C=C(C=C2OC)B2OC(C(O2)(C)C)(C)C)=O (7-methoxy-5-(4,4,5,5-tetramethyl-1,3,2-dioxaborolan-2-yl)benzofuran-2-yl)methylcarbamic acid tert-butyl ester